C(C=C)(=O)OCCC(=O)O.C(C=C)(=O)OCCC(=O)O.[Cu] copper bis(3-acryloyloxy-propionic acid)